1-(4-iodobenzofuran-7-yl)-3-(3-(1-(trifluoromethyl)cyclopropyl)isoxazol-5-yl)urea IC1=CC=C(C2=C1C=CO2)NC(=O)NC2=CC(=NO2)C2(CC2)C(F)(F)F